1-(cyclopropylmethyl)-4-(4,4,5,5-tetramethyl-1,3,2-dioxaborolan-2-yl)-1H-indole C1(CC1)CN1C=CC2=C(C=CC=C12)B1OC(C(O1)(C)C)(C)C